COC1=C(C(=CC=C1OC)OC)C1=CC=CC=C1 2,3,6-trimethoxy-1,1'-biphenyl